ClC1=NC(=CC=C1NC(CN1C=2N(C(C(=C1CC)N1CCNCC1)=O)N=C(N2)C2=CCC(CC2)OC)=O)C(F)(F)F N-(2-chloro-6-(trifluoromethyl)pyridin-3-yl)-2-(5-ethyl-2-(4-methoxycyclohex-1-en-1-yl)-7-oxo-6-(piperazin-1-yl)-[1,2,4]triazolo[1,5-a]pyrimidin-4(7H)-yl)acetamide